NC=1C(=CC(=NC1)Br)NC(=O)C1CC1 N-(5-amino-2-bromopyridin-4-yl)cyclopropanecarboxamide